CC=1C=CC(=NC1C)CC(=O)NC1=CC(=C(C=C1)C)[C@H](C)NC=1C=NC=2C(N1)=NN(C2)CC (S)-2-(5,6-dimethylpyridin-2-yl)-N-(3-(1-((2-ethyl-2H-pyrazolo[3,4-b]pyrazin-6-yl)amino)ethyl)-4-methylphenyl)acetamide